2-((1-benzylpiperidin-4-yl)methyl)-4-(3,4-dihydroisoquinolin-2(1H)-yl)pyridazin-3(2H)-one hydrochloride Cl.C(C1=CC=CC=C1)N1CCC(CC1)CN1N=CC=C(C1=O)N1CC2=CC=CC=C2CC1